C1(=C(C(=CC(=C1)C)C)N1C(N(CC1)C1=C(C=C(C=C1C)C)C)=C1C(CCCC1)P(C1CCCCC1)C1CCCCC1)C (1,3-dimesitylimidazolidin-2-ylidene)(tricyclohexylphosphine)